3-methyl-2,3,4,5-tetrahydro-1H-benzo[4,5]thieno[2,3-d]azepine CN1CCC2=C(CC1)C1=C(S2)C=CC=C1